C(C)N(C(=O)N1CCC(CC1)C(=O)C=1C=C2C=NN(C2=CC1)C)C1=CC=C(C=C1)OC 5-{1-[Ethyl-(4-methoxy-phenyl)-carbamoyl]-piperidin-4-carbonyl}-1-methyl-1H-indazol